5-[(4R,9aS)-8-[2-[6-[(3R,4R)-3-amino-4-methoxy-pyrrolidin-1-yl]-3-pyridyl]ethyl]-4-methyl-3,4,6,7,9,9a-hexahydro-1H-pyrazino[1,2-a]pyrazin-2-yl]quinoline-8-carbonitrile N[C@@H]1CN(C[C@H]1OC)C1=CC=C(C=N1)CCN1C[C@@H]2N([C@@H](CN(C2)C2=C3C=CC=NC3=C(C=C2)C#N)C)CC1